4-(2-((4-chloro-2-fluorobenzofuran-7-yl)methoxy)phenyl)-3,6-dihydropyridine ClC1=CC=C(C2=C1C=C(O2)F)COC2=C(C=CC=C2)C=2CC=NCC2